3,11-dimethoxy-dinaphthofuran COC1=CC=2C=CC3=C(C4=C(O3)C=3C=CC=C(C3C=C4)OC)C2C=C1